[N+](=[N-])=CC(CC[C@@H](C(=O)OC)NC([C@H](CCSC)OC)=O)=O methyl (S)-6-diazo-2-((S)-2-methoxy-4-(methylthio)butanamido)-5-oxohexanoate